C(C)C1(COC1)COCCC[SiH2]OCC 3-ethyl-3-{[3-(ethoxysilyl)propoxy]methyl}oxetane